diethyl 2-((3-benzoylbenzofuran-2-yl) methyl)-2-bromomalonate C(C1=CC=CC=C1)(=O)C1=C(OC2=C1C=CC=C2)CC(C(=O)OCC)(C(=O)OCC)Br